C(C1=CC=CC=C1)(=O)CC1=C(C(=O)[O-])C=CC=C1 2-benzoylmethylbenzoate